C(C)C1=NN(C=C1NC1=NC=C(C(=N1)NCCCN1C(OCCC1)=O)C(F)(F)F)C1CCN(CC1)C(C)C 3-(3-((2-((3-Ethyl-1-(1-isopropylpiperidin-4-yl)-1H-pyrazol-4-yl)amino)-5-(trifluoromethyl)pyrimidin-4-yl)amino)propyl)-1,3-oxazinan-2-on